4-(1H-imidazol-1-yl)-N-(4-(trifluoromethyl)cyclohexyl)picolinamide N1(C=NC=C1)C1=CC(=NC=C1)C(=O)NC1CCC(CC1)C(F)(F)F